ClC1=CC(=C(C=C1OC)C(C)O)OC=1C(=NC(=NC1)N)N 1-[4-Chloro-2-(2,4-diamino-pyrimidin-5-yloxy)-5-methoxy-phenyl]-ethanol